Cl.O=C1NC(CCC1NC=1C=CC(=NC1)C1CCN(CC1)CC(=O)O)=O 2-(4-(5-((2,6-dioxopiperidin-3-yl)amino)pyridin-2-yl)piperidin-1-yl)acetic acid HCl salt